1-benzyloctahydroquinolin-6(2H)-one C(C1=CC=CC=C1)N1CCCC2CC(CCC12)=O